1-(3-chloro-2-fluorobenzyl)-4-((3-fluoro-4-(1-hydroxycyclopropyl)-6-((5-methyl-1H-pyrazol-3-yl)amino)pyridin-2-yl)methyl)piperidine-4-carboxylic acid ClC=1C(=C(CN2CCC(CC2)(C(=O)O)CC2=NC(=CC(=C2F)C2(CC2)O)NC2=NNC(=C2)C)C=CC1)F